C(#N)C1(C(C1)C1=CC=C(C=C1)Cl)C#N 1,1-dicyano-2-(4-chlorophenyl)cyclopropane